ClC=1C(=CC=C2C=CC=C(C12)C1=NC=C2C3=C(C=NC2=C1F)N(C(C1N3CC(NC1)CC#N)=O)C)F 2-(3-(8-chloro-7-fluoronaphthalen-1-yl)-4-fluoro-7-methyl-8-oxo-8,8a,9,10,11,12-hexahydro-7H-pyrazino[1',2':4,5]pyrazino[2,3-c][1,6]naphthyridin-11-yl)acetonitrile